2-chloro-4-(phenoxymethyl)-1,3-thiazole ClC=1SC=C(N1)COC1=CC=CC=C1